S1N=CC(=C1)NCC=O 2-(isothiazol-4-ylamino)ethan-1-one